FC=1C=CC2=C(N=C(O2)[C@H]2N(CCC3=C2N=CN3)C(=O)C3=C(N=C(O3)C3(CCC3)O)C(F)(F)F)C1 (S)-(4-(5-fluorobenzo[d]oxazol-2-yl)-6,7-dihydro-1H-imidazo[4,5-c]pyridin-5(4H)-yl)(2-(1-hydroxycyclobutyl)-4-(trifluoromethyl)oxazol-5-yl)methanone